Cl.CC1(CC1)N 1-methylcyclopropan-1-amine hydrochloride